sebacamide 2,5-furandicarboxylate O1C(=CC=C1C(=O)O)C(=O)O.C(CCCCCCCCC(=O)N)(=O)N